2-(cyclopropylamino)-4-(phenylamino)pyrimidine-5-carboxamide C1(CC1)NC1=NC=C(C(=N1)NC1=CC=CC=C1)C(=O)N